methyl 2-[[4-[1-[(4-cyanophenyl)methoxy]pyrazol-3-yl]-1-piperidyl]methyl]-3-[(3-ethylimidazol-4-yl)methyl]benzimidazole-5-carboxylate C(#N)C1=CC=C(C=C1)CON1N=C(C=C1)C1CCN(CC1)CC=1N(C2=C(N1)C=CC(=C2)C(=O)OC)CC=2N(C=NC2)CC